aminoethyl-anisamide NCCC1=C(C(=O)N)C=CC(=C1)OC